1-hydroxy-N-(4-methoxyphenyl)-6,6,9-trimethyl-3-pentyl-6a,7,8,10a-tetrahydro-6H-benzo[c]chromene-2-carboxamide OC1=C2C3C(C(OC2=CC(=C1C(=O)NC1=CC=C(C=C1)OC)CCCCC)(C)C)CCC(=C3)C